C[C@]1(C2=C(C(=CC=C2)O)C(=O)C3=C1[C@@H]([C@H]4[C@@H](C(=O)C(=C([C@]4(C3=O)O)[O-])C(=O)N)[NH+](C)C)O)O The molecule is a zwitterion obtained by transfer of a proton from the 2-hydroxy group to the adjacent tertiary amino group of 5a,11a-dehydrooxytetracycline; major species at pH 7.3. It is a tautomer of a 5a,11a-dehydrooxytetracycline.